N1(CCCCC1)C1=CC=2N(C=N1)C(NN2)=O 7-(1-piperidinyl)-[1,2,4]Triazolo[4,3-c]Pyrimidin-3-one